2-(4-methoxyphenyl)-7-oxo-2-azaspiro[3.5]non-5-ene-6-carbonitrile trifluoroacetate FC(C(=O)O)(F)F.COC1=CC=C(C=C1)N1CC2(C1)C=C(C(CC2)=O)C#N